C(C)(C)(C)C=1N=C(N(C1)C(=O)NCCC(C)C)OC 4-(tert-Butyl)-N-isopentyl-2-methoxy-1H-imidazole-1-carboxamide